Cl.NCC(=O)C12CC(C1)(C2)F 2-amino-1-(3-fluorobicyclo[1.1.1]pentan-1-yl)ethanone hydrochloride